2-oxopiperidine-1-carboxylic acid tert-butyl ester C(C)(C)(C)OC(=O)N1C(CCCC1)=O